FC(OC1=CC=C(C=C1)N1N=C(C(=C1C)C(=O)O)C)F 1-(4-(difluoromethoxy)phenyl)-3,5-dimethyl-1H-pyrazole-4-carboxylic acid